CN(C1=CC=C(C=C1)C(C)(O)C1=CC=C(C=C1)N(C)C)C 1,1-bis(4-dimethylaminophenyl)ethanol